N-(4-(2-(benzyloxy)ethyl)-3-fluoro-8-oxo-5,6,7,8-tetrahydronaphthalen-1-yl)acetamide calcium 2,2-didecylmalonate C(CCCCCCCCC)C(C(=O)[O-])(C(=O)[O-])CCCCCCCCCC.[Ca+2].C(C1=CC=CC=C1)OCCC1=C(C=C(C=2C(CCCC12)=O)NC(C)=O)F